C(C)(C)(C)OC(=O)NC1=CC=C(C=N1)C=1SC=C(N1)C(=O)NC(C(=O)N)=C 2-(2-(6-((tert-butoxycarbonyl)amino)pyridine-3-yl)thiazole-4-carboxamido)acrylamide